ClC1=CC=C(C=C1)C1=N[C@@H](C=2N(C3=C1C(=C(S3)C)C)C(=NN2)C)CC(=O)OCC2=CC=C(C=C2)C(NC2=C(C=CC=C2)N)=O 4-((2-aminophenyl)carbamoyl)benzyl (R)-2-(4-(4-chlorophenyl)-2,3,9-trimethyl-6H-thieno[3,2-f][1,2,4]triazolo[4,3-a][1,4]diazepin-6-yl)acetate